methyl 5-amino-3-methyl-5-oxopentanoate NC(CC(CC(=O)OC)C)=O